ClC1=C(C=CC=C1C1C(NC(CC1)=O)=O)C1=CC=C(C=C1)N1C(N(CCC1)CC(F)(F)F)=O 3-(2-chloro-4'-(2-oxo-3-(2,2,2-trifluoroethyl)tetrahydropyrimidin-1(2H)-yl)-[1,1'-biphenyl]-3-yl)piperidine-2,6-dione